4-ethoxy-3,5-dihydroxycinnamic acid methyl ester COC(C=CC1=CC(=C(C(=C1)O)OCC)O)=O